ClC1=CC=C2C(=N1)N(C=C2C2=C(N=NC=C2OC)OC)COCC[Si](C)(C)C 4-(6-chloro-1-{[2-(trimethylsilyl)ethoxy]methyl}pyrrolo[2,3-b]pyridin-3-yl)-3,5-dimethoxypyridazine